(S)-7-((5-(3-(2-(dimethylamino)-propan-2-yl)piperidin-1-yl)pyridin-2-yl)amino)-4-(7-fluoroimidazo[1,2-a]pyridin-3-yl)isoindolin-1-one CN(C(C)(C)[C@@H]1CN(CCC1)C=1C=CC(=NC1)NC=1C=CC(=C2CNC(C12)=O)C1=CN=C2N1C=CC(=C2)F)C